BrC1=CN(C=2N=NC(=CC21)C2=C(C=C(C=C2C)C(F)(F)F)OCOC)[C@H]2CN(CCC2)C(=O)OC(C)(C)C tert-Butyl (3R)-3-{5-bromo-3-[2-(methoxymethoxy)-6-methyl-4-(trifluoromethyl)phenyl]-7H-pyrrolo[2,3-c]pyridazin-7-yl}piperidine-1-carboxylate